CP(C1=CC=CC=C1)C(C1=C(C=C(C=C1C)C)C)=O methyl-2,4,6-trimethylbenzoyl-phenylphosphine